C(C)NC1=C(C=CC=C1)NCCNC1=CC(=C(C=C1)C)C N-(2-ethylamino-phenyl)-N'-(3,4-dimethyl-phenyl)-1,2-ethanediamine